Cl.ClC1=NC(=C2N=C(NC2=N1)C)Cl 2,6-dichloro-8-methyl-9H-purine hydrochloride